C1(CC1)C1=NC=NC(=C1C1=NC=C(C(=N1)NCC1=CC=C(C=C1)N1N=C(C=C1C)C(F)(F)F)/C=C/C(=O)OC)OCCOC methyl (2E)-3-{2-[4-cyclopropyl-6-(2-methoxyethoxy)pyrimidin-5-yl]-4-[({4-[5-methyl-3-(trifluoromethyl)-1H-pyrazol-1-yl]phenyl}methyl)amino]pyrimidin-5-yl}prop-2-enoate